(E)-3-(4-bromophenyl)-1-(4-(6-(tetrahydrofuran-3-yloxy)nicotinoyl)piperazin-1-yl)prop-2-en-1-one BrC1=CC=C(C=C1)/C=C/C(=O)N1CCN(CC1)C(C1=CN=C(C=C1)OC1COCC1)=O